1-(4-(7-chloro-4-(2,6-dimethyl-phenyl)-6-(2-fluoro-6-hydroxy-phenyl)-1-phthalazinyl)-1-piperazinyl)-2-propen-1-one ClC1=C(C=C2C(=NN=C(C2=C1)N1CCN(CC1)C(C=C)=O)C1=C(C=CC=C1C)C)C1=C(C=CC=C1O)F